(2,6-dimethylidene-tetrahydropyrrolizin-7a-yl)methanol C=C1CC2(CC(CN2C1)=C)CO